C1(CC1)COC1=C(C=C(C=C1)NS(=O)(=O)CC)C=1C2=C(C(N(C1)C)=O)NC=C2 N-[4-(cyclopropylmethoxy)-3-(6-methyl-7-oxo-6,7-dihydro-1H-pyrrolo[2,3-c]pyridin-4-yl)phenyl]ethanesulfonamide